6-Ethoxy-4-(6-((3s,5r)-4-((6-methoxypyridin-3-yl)methyl)-3,5-dimethylpiperazin-1-yl)pyridin-3-yl)pyrazolo[1,5-a]pyridine-3-carbonitrile C(C)OC=1C=C(C=2N(C1)N=CC2C#N)C=2C=NC(=CC2)N2C[C@@H](N([C@@H](C2)C)CC=2C=NC(=CC2)OC)C